COC1=C(C=CC(=C1)C=1C=NN(C1)C)NC=1N=CC2=C(N1)C(=NC=C2)NCC2COCC2 N2-(2-methoxy-4-(1-methyl-1H-pyrazol-4-yl)phenyl)-N8-((tetrahydrofuran-3-yl)methyl)pyrido[3,4-d]pyrimidine-2,8-diamine